(1R,2R)-N-[8-amino-6-[4-(2-hydroxyethyl)pyridin-3-yl]-2,7-naphthyridin-3-yl]-2-(pyridin-3-yl)cyclopropane-1-carboxamide NC=1N=C(C=C2C=C(N=CC12)NC(=O)[C@H]1[C@@H](C1)C=1C=NC=CC1)C=1C=NC=CC1CCO